C(C)(C)(C)OC(=O)N1CC2(C1)CC(C2)CN2N=CC(=N2)C(F)(F)F 6-[[4-(trifluoromethyl)triazol-2-yl]methyl]-2-azaspiro[3.3]heptane-2-carboxylic acid tert-butyl ester